(S)-1-(5-(3-(tert-butoxy)-2-((1,3-dioxo-isoindolin-2-yl)oxy)-2-methyl-3-oxopropoxy)-pyridin-2-yl)-3-(3-((tert-butoxycarbonyl)amino)propyl)-1H-imidazol-3-ium C(C)(C)(C)OC([C@@](COC=1C=CC(=NC1)N1C=[N+](C=C1)CCCNC(=O)OC(C)(C)C)(C)ON1C(C2=CC=CC=C2C1=O)=O)=O